FC(C(=CC=O)C)(F)F 4,4,4-Trifluoro-3-methylbut-2-enal